((1R,2R,4S)-2-(4-methylpyridin-2-yl)-4-phenylbicyclo[2.1.1]hexan-1-yl)(naphthalen-2-yl)methanone CC1=CC(=NC=C1)[C@H]1C2(CC(C1)(C2)C2=CC=CC=C2)C(=O)C2=CC1=CC=CC=C1C=C2